3-isobutyryl-1-methyl-1H-indole-2-carboxylic acid methyl ester COC(=O)C=1N(C2=CC=CC=C2C1C(C(C)C)=O)C